di(oxetan-3-yl)methyldi-i-propyloxysilane 3-chlorobenzyl-((2S)-3-cyclohexyl-1-((1-hydroxy-3-(2-oxo-8-oxa-1-azaspiro[4.5]decan-3-yl)propan-2-yl)amino)-1-oxopropan-2-yl)carbamate ClC=1C=C(CN(C(O)=O)[C@H](C(=O)NC(CO)CC2C(NC3(C2)CCOCC3)=O)CC3CCCCC3)C=CC1.O1CC(C1)C(C1COC1)[SiH](OC(C)C)OC(C)C